(3S)-3-[({4-[7-(aminocarbonyl)-2H-indazol-2-yl]phenyl}amino)carbonyl]-1-methylpiperidinium chloride [Cl-].NC(=O)C1=CC=CC2=CN(N=C12)C1=CC=C(C=C1)NC(=O)[C@@H]1C[NH+](CCC1)C